(R)-2-((1-(2-cyano-7-methyl-3-(4-(1-methyl-1H-pyrazol-3-yl)piperidin-1-yl)quinoxalin-5-yl)ethyl)amino)benzoic acid C(#N)C1=NC2=CC(=CC(=C2N=C1N1CCC(CC1)C1=NN(C=C1)C)[C@@H](C)NC1=C(C(=O)O)C=CC=C1)C